((R)-2-(2,3-Difluorophenyl)pyrrolidin-1-yl)-3-fluoro-N-((R,E)-4-(methylsulfonyl)but-3-en-2-yl)picolinamide FC1=C(C=CC=C1F)[C@@H]1N(CCC1)C1=C(C(=NC=C1)C(=O)N[C@H](C)\C=C\S(=O)(=O)C)F